N-hydroxyethyl-2,2,6,6-tetramethyl-4-hydroxypiperidinyl succinate C(CCC(=O)[O-])(=O)OC1C(N(C(CC1O)(C)C)CCO)(C)C